2-naphthalenedodecanoic acid C1=C(C=CC2=CC=CC=C12)CCCCCCCCCCCC(=O)O